C(C1=CC=CC=C1)OC[C@@H](CC=C)O (2R)-1-benzyloxypent-4-en-2-ol